6-(1-methylcyclopropyl)-N-(2-((R)-9-(4-fluorophenyl)-6-oxaspiro[4.5]decan-9-yl)ethyl)-6-isopropyl-5,6-dihydro-4H-pyrrolo[1,2-b]pyrazol-4-amine CC1(CC1)C1(CC(C=2N1N=CC2)NCC[C@]2(CCOC1(CCCC1)C2)C2=CC=C(C=C2)F)C(C)C